C(=C)C1=CC=C(C=C1)CSC1=CC=CC2=CC(=CC=C12)SCC1=CC=C(C=C1)C=C 1,6-bis{[(4-vinylphenyl)methyl]thio}naphthalene